allyl tetraisopropylphosphoramidite C(C)(C)N(P(OCC=C)([O-])(C(C)C)C(C)C)C(C)C